N-[(1s,1'S,13S,16s)-spiro[7,11,15-trioxa-21,22-diazatetracyclo[14.2.2.12,6.19,12]docosa-2,4,6(22),9,12(21)-pentaene-13,3'-cyclopentane]-1'-yl]methanesulfonamide [C@H]1(C[C@]2(CC1)C=1OC=C(COC=3C=CC=C(C4CCC(OC2)CC4)N3)N1)NS(=O)(=O)C